ICC(CCC)I 1,2-diiodopentane